3-(2-aminoethyl)propyldiethoxysilane NCCCCC[SiH](OCC)OCC